Cl.ClC1=NC=2N(C(=C1C1=C(C=C(C=C1F)C#CCNC)F)N[C@H](C)C(C)C)N=CN2 (R)-5-chloro-6-(2,6-difluoro-4-(3-(methylamino)prop-1-yn-1-yl)phenyl)-N-(3-methylbutan-2-yl)-[1,2,4]triazolo[1,5-a]pyrimidin-7-amine hydrochloride